N1N=CC2=CC(=CC=C12)C#CC1=NC(=NC=C1)C1=NC(=NC=C1)N[C@H]1CS(CC1)(=O)=O (R)-3-((4-((1H-indazol-5-yl)ethynyl)-[2,4'-bipyrimidin]-2'-yl)amino)tetrahydrothiophene 1,1-dioxide